FC=1C=C(C=C(C1OC1=CC=NC2=CC(=C(C=C12)OC)OCCCNC)F)C=1C(=C(C(=NC1)F)C(=O)N)OC (3,5-difluoro-4-((6-methoxy-7-(3-(methylamino)propoxy)quinolin-4-yl)oxy)phenyl)-2-fluoro-4-methoxypyridine-3-carboxamide